(1R,2R)-2-(6,8-difluoro-2,3,4,9-tetrahydro-1H-pyrido[3,4-b]indole-2-carbonyl)-N-((S)-4-oxotetrahydrofuran-3-yl)cyclohexane-1-carboxamide FC=1C=C2C3=C(NC2=C(C1)F)CN(CC3)C(=O)[C@H]3[C@@H](CCCC3)C(=O)N[C@H]3COCC3=O